CN1N=CC(=C1)N(C(C(=O)OC)=O)CC1=NC=C(C=C1)C(F)(F)F Methyl 2-((1-methyl-1H-pyrazol-4-yl)((5-(trifluoromethyl)pyridin-2-yl)methyl)amino)-2-oxoacetate